COC1=CC=CC(=N1)C1=NC(=CC=C1)OC 6,6'-dimethoxy-2,2'-bipyridine